6,7-dimethoxynaphthalene-2-selenol COC=1C=C2C=CC(=CC2=CC1OC)[SeH]